C1(CCC1)S(=O)(=O)NC1=C(C=C(C=C1)C1=C2C(=NC=C1)NC=C2)CC 4-(4-(cyclobutanesulfonamido)-3-ethylphenyl)-1H-pyrrolo[2,3-b]pyridin